ClC1=C(C=C(C=C1)C=1C=NN(C1)C1=C(C(=NN1C)OS(=O)(=O)C(C(F)(F)F)(C(F)(F)F)F)C(F)(F)F)C(N[C@@H]1[C@H](C1)C#N)=O |r| (rac)-[5-[4-[4-chloro-3-[[(1S,2S)-2-cyanocyclopropyl]carbamoyl] phenyl]pyrazol-1-yl]-1-methyl-4-(trifluoromethyl)pyrazol-3-yl]1,1,1,2,3,3,3-heptafluoropropane-2-sulfonate